(2-bromo-5-fluorobenzyl)hydrazinothiocarboxamide BrC1=C(CNNC(=S)N)C=C(C=C1)F